CC1=CC=2N(N=C1C1CCN(CC1)S(=O)(=O)C1=CC3=C(N=CS3)C=C1)N=CN2 6-((4-(7-methyl-[1,2,4]triazolo[1,5-b]pyridazin-6-yl)piperidin-1-yl)sulfonyl)benzo[d]thiazole